tert-butyl 2-((2-(methoxycarbonyl)pyridin-4-yl)methyl)-2,6-diazaspiro[3.5]nonane-6-carboxylate COC(=O)C1=NC=CC(=C1)CN1CC2(C1)CN(CCC2)C(=O)OC(C)(C)C